N1=CC(=CC=C1)C(C(=O)O)=C 2-(pyridin-3-yl)acrylic acid